2-(1,1-difluoroethyl)-N-(4-(methylsulfonyl)but-3-en-2-yl)-4-phenoxypyrimidine-5-carboxamide FC(C)(F)C1=NC=C(C(=N1)OC1=CC=CC=C1)C(=O)NC(C)C=CS(=O)(=O)C